(3E,4S)-3-[2-[(1R,4aS,5R,6R,8aS)-Decahydro-6-hydroxy-5-(hydroxymethyl)-5,8a-dimethyl-2-methylene-1-naphthalenyl]ethylidene]dihydro-4-hydroxy-2(3H)-furanone O[C@H]1[C@@]([C@H]2CCC([C@H]([C@@]2(CC1)C)C\C=C/1\C(OC[C@H]1O)=O)=C)(C)CO